C(OC(C)(C)C)(=O)OOCC(CCCC)CC tert-butyl (2-ethyl-hexyl) peroxycarbonate